COC([C@H](N)C1=CC=CC=C1)=O (R)-(-)-2-phenylglycine methyl ester